tert-butyl (exo)-3-[ethyl(6-[4-[1-(oxan-2-yl)pyrazol-4-yl]-1,3-benzothiazol-7-yl]pyridazin-3-yl) amino]-8-azabicyclo[3.2.1]octane-8-carboxylate C(C)N(C1CC2CCC(C1)N2C(=O)OC(C)(C)C)C=2N=NC(=CC2)C2=CC=C(C=1N=CSC12)C=1C=NN(C1)C1OCCCC1